(R)-7-amino-3-(1-(but-2-ynoyl)pyrrolidin-3-yl)-1-(4-phenoxyphenyl)-1,5-dihydro-4H-pyrrolo[2,3-d]pyridazin-4-one NC1=NNC(C2=C1N(C=C2[C@@H]2CN(CC2)C(C#CC)=O)C2=CC=C(C=C2)OC2=CC=CC=C2)=O